CC1(C2=CC=CC=C2C=2C=CC(=CC12)[N+](=O)[O-])C 9,9-dimethyl-2-nitrofluorene